[N+](=O)([O-])C1=CC=C(C=C1)C1=CC=C(C=C1)[N+](=O)[O-] 4,4'-dinitro-[1,1'-biphenyl]